C(CCCCCCCCCCCCCCCCC)NC(C(CCCCCCCCCCCCCCCC)CCCCCCCCCCCCCCCCCC)=O N-stearyl-stearylstearamide